ClC=1C=CC(=C(C1)C1=NN(C=C1NC(=O)C=1C=NN2C1N=CC=C2)C[C@@H]([C@@H](C)O)O)OC N-(3-(5-chloro-2-methoxyphenyl)-1-((2S,3R)-2,3-dihydroxybutyl)-1H-pyrazol-4-yl)pyrazolo[1,5-a]pyrimidine-3-carboxamide